N1=C(C(=CC=C1)C(=O)O)C(=O)O.[Zn] zinc pyridinedicarboxylic acid